4-[[4-(2-fluorophenyl)-1-piperazinyl]carbonyl]-2-(4-methoxyphenyl)-1(2H)-phthalazinone FC1=C(C=CC=C1)N1CCN(CC1)C(=O)C1=NN(C(C2=CC=CC=C12)=O)C1=CC=C(C=C1)OC